catechol hydroxyethyl-phenylacetate acrylate C(C=C)(=O)OC=1C(OC(C(C2=CC=CC=C2)CCO)=O)=CC=CC1